7-(1-Benzylpiperidin-3-yl)-2-(pyridin-4-yl)pyrazolo[1,5-a]pyrimidine C(C1=CC=CC=C1)N1CC(CCC1)C1=CC=NC=2N1N=C(C2)C2=CC=NC=C2